C1(=CC=CC=C1)N(C(OC(C(C)C)C(C(C)C)OC(N(C1=CC=CC=C1)C1=CC=CC=C1)=O)=O)C1=CC=CC=C1 2,5-dimethylhexane-3,4-diyl bis(diphenylcarbamate)